(S)-2-((benzyloxy)methyl)oxirane C(C1=CC=CC=C1)OC[C@H]1OC1